C(N)(=N)C=1C=C(C=CC1)C[C@@H](C(N[C@@H]([C@H](CC)C)C(NC)=O)=O)NC(OC(C)(C)C)=O tert-butyl N-[(1S)-2-(3-carbamimidoylphenyl)-1-{[(1S,2S)-2-methyl-1-(methylcarbamoyl)butyl]carbamoyl}ethyl]carbamate